(2r,4s)-4-(dibenzylamino)-2-(hydroxymethyl)piperidine-1-carboxylic acid tert-butyl ester C(C)(C)(C)OC(=O)N1[C@H](C[C@H](CC1)N(CC1=CC=CC=C1)CC1=CC=CC=C1)CO